FC(C1=CC=C(C=C1)NC1=C(C=CC=C1)C1=NN=C(O1)C1CN(CC1)C(=O)OC(C)(C)C)(F)F Tert-Butyl 3-(5-(2-((4-(trifluoromethyl)phenyl)amino)phenyl)-1,3,4-oxadiazol-2-yl)pyrrolidine-1-carboxylate